(2-(4-(3-(1-(5-chloropyrimidin-2-yl)piperidin-4-yl)propoxy)-2-fluorophenyl)acetyl)azetidine-3-carbaldehyde ClC=1C=NC(=NC1)N1CCC(CC1)CCCOC1=CC(=C(C=C1)CC(=O)N1CC(C1)C=O)F